C(C)OCCC[Hg]Br 3-ethoxypropyl-mercury bromide